Cl.NCC1=CC=C(C(=O)NCC2=CC=3NC4=CC(=CC=C4C3C=C2)F)C=C1 4-(aminomethyl)-N-((7-fluoro-9H-carbazol-2-yl)methyl)benzamide hydrochloride